C(#N)C1CCC(CC1)C=1C=C2C(=C(N(C2=CC1)C(=O)OC(C)(C)C)C1=CC(=NC(=C1)C)C)C(C)C tert-butyl 5-(4-cyanocyclohexyl)-2-(2,6-dimethylpyridin-4-yl)-3-isopropyl-1H-indole-1-carboxylate